C(C)(C)(C)OC(=O)N1CCN(CC1)C1=NC=C(C(=N1)C1=NC(=NN1C)C(=O)O)F 5-(2-(4-(tert-butoxycarbonyl)piperazin-1-yl)-5-fluoropyrimidin-4-yl)-1-methyl-1H-1,2,4-triazole-3-carboxylic acid